(3s,4r)-4-((5-fluoro-4-(3-(hydroxymethyl)-4-isopropyl-5-methylquinolin-6-yl)pyrimidin-2-yl)amino)tetrahydro-2H-pyran-3-ol FC=1C(=NC(=NC1)N[C@H]1[C@@H](COCC1)O)C=1C(=C2C(=C(C=NC2=CC1)CO)C(C)C)C